FC=1C=C(C=C(C1)OC(F)(F)F)C1=CC(=NN1C=1C=NC=C(C1)F)C(=O)OCC1=CC=CC=C1 benzyl 5-(3-fluoro-5-(trifluoromethoxy) phenyl)-1-(5-fluoropyridin-3-yl)-1H-pyrazole-3-carboxylate